2-heptyl-3-hydroxyl-4(1H)-quinolone C(CCCCCC)C=1NC2=CC=CC=C2C(C1O)=O